tert-butyl 2-(2-(2-(4-(((5s,8s)-4-(benzyloxy)-3-mesityl-2-oxo-1-oxaspiro[4.5]dec-3-en-8-yl)oxy)piperidin-1-yl)ethoxy)ethoxy)acetate C(C1=CC=CC=C1)OC1=C(C(OC12CCC(CC2)OC2CCN(CC2)CCOCCOCC(=O)OC(C)(C)C)=O)C2=C(C=C(C=C2C)C)C